5,5',6,6',7,7',8,8'-octahydro-1,1'-binaphthalene C1(=CC=CC=2CCCCC12)C1=CC=CC=2CCCCC12